C(C)(=O)N1C(CC2=CC(=C(C=C12)S(=O)(=O)Cl)F)CF 1-acetyl-5-fluoro-2-(fluoromethyl)indoline-6-sulfonyl chloride